NC1=NC=2C=C(C=CC2C2=C1COC2)CN(C(=O)C=2C=NC(=CC2)C2CC2)C=2C(=NN(C2)C)C(N)=O N-({4-amino-1H,3H-furo[3,4-c]quinolin-7-yl}methyl)-N-(3-carbamoyl-1-methyl-1H-pyrazol-4-yl)-6-cyclopropylpyridine-3-carboxamide